3'-TRIFLUOROMETHYL-BIPHENYL-4-BORONIC ACID FC(C=1C=C(C=CC1)C1=CC=C(C=C1)B(O)O)(F)F